C[C@H]1NC[C@H](C1)COC1=CC=C(C=C1)S(=O)(=O)CCCS(=O)(=O)C (2R,4S)-2-methyl-4-((4-((3-(methylsulfonyl)propyl)sulfonyl)phenoxy)methyl)pyrrolidine